tert-butyl (E)-(2-((4-(4-bromo-2-fluorophenyl)-5-oxo-4,5-dihydro-1H-1,2,4-triazol-1-yl)methyl)-3-fluoroallyl)carbamate BrC1=CC(=C(C=C1)N1C=NN(C1=O)C\C(\CNC(OC(C)(C)C)=O)=C\F)F